(3R)-3-amino-5-[(4-chlorophenyl)methyl]-7-[5-[(dimethylamino)methyl]-1,2,4-oxadiazol-3-yl]-8-fluoro-1,1-dioxo-2,3-dihydro-1lambda6,5-benzothiazepin-4-one N[C@H]1CS(C2=C(N(C1=O)CC1=CC=C(C=C1)Cl)C=C(C(=C2)F)C2=NOC(=N2)CN(C)C)(=O)=O